6-chloro-N-cyclopropyl-N'-(1-methylethyl)-1,3,5-triazine-2,4-diamine ClC1=NC(=NC(=N1)NC1CC1)NC(C)C